methyl 1-(2-(6-(difluoromethyl) imidazo[1,2-a]pyrazin-3-yl) pyrimidin-4-yl)-5-methylpiperidine-3-carboxylate FC(C=1N=CC=2N(C1)C(=CN2)C2=NC=CC(=N2)N2CC(CC(C2)C)C(=O)OC)F